(E)-N-(3-((3-(2-(pyridin-2-yl)vinyl)-1H-indazol-6-yl)thio)phenyl)butanamide N1=C(C=CC=C1)/C=C/C1=NNC2=CC(=CC=C12)SC=1C=C(C=CC1)NC(CCC)=O